2-oxo-1H-pyrazine O=C1NC=CN=C1